4-(2-nitro-5-((2-(trimethylsilyl)ethoxy)methoxy)phenyl)morpholine [N+](=O)([O-])C1=C(C=C(C=C1)OCOCC[Si](C)(C)C)N1CCOCC1